Azoniaspiro[4.4]nonan-3-ol [NH2+]1CC(CC12CCCC2)O